(S)-quinuclidin-3-yl ((R)-5-(2-chloro-4-(cyclopropylmethoxy)phenyl)-2,2-dimethyl-2,3-dihydro-1H-inden-1-yl)carbamate ClC1=C(C=CC(=C1)OCC1CC1)C=1C=C2CC([C@H](C2=CC1)NC(O[C@@H]1CN2CCC1CC2)=O)(C)C